FC=1C=C(C=C(C1)F)[C@@H]1CC[C@H]2OC3(C(N21)=O)CCN(CC3)C(=O)C3=CC=NN3CC (5'S,7a'R)-5'-(3,5-difluorophenyl)-1-(1-ethyl-1H-pyrazole-5-carbonyl)tetrahydro-3'H-spiro[piperidine-4,2'-pyrrolo[2,1-b]-[1,3]oxazol]-3'-one